sodium 2-mercaptoethanesulphonate SCCS(=O)(=O)[O-].[Na+]